C(C)OC(CCC(=O)C1=NC2=CC(=CC=C2C(=C1O)C#N)C1=CC(=CC=C1)Cl)=O 4-[7-(3-chloro-phenyl)-4-cyano-3-hydroxy-quinolin-2-yl]-4-oxo-butyric acid ethyl ester